N-[6-[5-(6-methyl-2-pyridyl)-1H-imidazol-4-yl]-3-quinolyl]-4-(piperazin-1-ylmethyl)thiazol-2-amine CC1=CC=CC(=N1)C1=C(N=CN1)C=1C=C2C=C(C=NC2=CC1)NC=1SC=C(N1)CN1CCNCC1